4-((2R,3S,4R,5R)-3-(3,4-difluoro-2-methoxyphenyl)-4-methyl-5-(trifluoromethyl)tetrahydrofuran-2-carboxamido)picolinamide FC=1C(=C(C=CC1F)[C@H]1[C@@H](O[C@H]([C@@H]1C)C(F)(F)F)C(=O)NC1=CC(=NC=C1)C(=O)N)OC